S1C=NC=C1C1=NC2=CC=CC=C2C=C1 (thiazol-5-yl)quinolin